(2S)-5-azido-6-oxo-tetrahydropyran-2-yl[ethyl]-N-methyl-carbamate N(=[N+]=[N-])C1CC[C@H](OC1=O)CN(C([O-])=O)CC